tri(perfluorophenyl)borane FC1=C(C(=C(C(=C1F)F)F)F)B(C1=C(C(=C(C(=C1F)F)F)F)F)C1=C(C(=C(C(=C1F)F)F)F)F